t-butyl-(R)-2-(difluoromethyl)morpholine-4-carboxylate C(C)(C)(C)OC(=O)N1C[C@@H](OCC1)C(F)F